NC1=NC=NN2C1=C(C=C2C=2C(=NNC2C)C)C2=CC=C(C=C2)NC(=O)C=2C(N(C(N(C2)C(C)C)=O)C2=CC(=CC=C2)F)=O N-(4-(4-amino-7-(3,5-dimethyl-1H-pyrazol-4-yl)pyrrolo[2,1-f][1,2,4]triazin-5-yl)phenyl)-3-(3-fluorophenyl)-1-isopropyl-2,4-dioxo-1,2,3,4-tetrahydropyrimidine-5-carboxamide